1-benzyl-4-(4,4,5,5-tetramethyl-1,3,2-dioxaborolan-2-yl)-1H-pyrazole-3-carbonitrile C(C1=CC=CC=C1)N1N=C(C(=C1)B1OC(C(O1)(C)C)(C)C)C#N